NC=1C=NN(C1N)CCO 4,5-diamino-1-(beta-hydroxyethyl)-1H-pyrazole